(1R,3S,4S)-N-methyl-2-(6-methyl-4-(trifluoromethyl)pyridin-2-yl)-N-(m-tolyl)-2-azabicyclo[2.2.1]heptane-3-carboxamide CN(C(=O)[C@H]1N([C@@H]2CC[C@H]1C2)C2=NC(=CC(=C2)C(F)(F)F)C)C=2C=C(C=CC2)C